trans-(4-(3,4-dihydroisoquinolin-2(1H)-yl)-3-hydroxypiperidin-1-yl)(6-((4-methoxybutyl)amino)-2-phenylpyrimidin-4-yl)methanone C1N(CCC2=CC=CC=C12)[C@H]1[C@@H](CN(CC1)C(=O)C1=NC(=NC(=C1)NCCCCOC)C1=CC=CC=C1)O